2-(4-(pyridin-2-yl)benzyl)1-tert-butoxycarbonylhydrazine N1=C(C=CC=C1)C1=CC=C(CNNC(=O)OC(C)(C)C)C=C1